N-[4-(cyanomethoxy)-2,5-difluorophenyl]-1H-pyrrolo[3,2-H]quinoline-3-sulfonamide C(#N)COC1=CC(=C(C=C1F)NS(=O)(=O)C1=CNC2=C1C=CC=1C=CC=NC21)F